tert-butyl 7-amino-2-azaspiro[3.5]nonane-2-carboxylate HCl Cl.NC1CCC2(CN(C2)C(=O)OC(C)(C)C)CC1